IC1=C(C(=O)[O-])C(=CC(=C1)I)I 2,4,6-triiodobenzoate